(3S,4R)-1-[4-({8-[3-(difluoromethanesulfonylmethyl)azetidin-1-yl]-5-(propan-2-yl)-2,7-naphthyridin-3-yl}amino)pyrimidin-2-yl]-3-fluoro-3-methylpiperidin-4-ol FC(S(=O)(=O)CC1CN(C1)C=1N=CC(=C2C=C(N=CC12)NC1=NC(=NC=C1)N1C[C@]([C@@H](CC1)O)(C)F)C(C)C)F